4-((2-hydroxy-2-methylcyclopentyl)oxy)-2-((1-(methylsulfonyl)piperidin-4-yl)amino)pyrimidine-5-carbonitrile OC1(C(CCC1)OC1=NC(=NC=C1C#N)NC1CCN(CC1)S(=O)(=O)C)C